ClC1=C(NC2=NC(=NC=N2)Cl)C=CC=C1 (ortho-chloroanilino)-6-chloro-1,3,5-triazine